C1(=CC=CC=C1)P(=O)(C1=CC2=C(SC3=C2C=C(C=C3)P(=O)(C3=CC=CC=C3)C3=CC=CC=C3)C=C1)C1=CC=CC=C1 2,8-bis(diphenyl-phosphinyl)dibenzothiophene